N[C@H]1C[C@@H](O[C@H]([C@H]1O)C)O[C@@H]1C=2C(=C3C(C=4C(=CC=CC4C(C3=C(C2C[C@](C1)(C(CO)=O)O)O)=O)OC)=O)O (7S,9S)-7-[(2R,4S,5S,6S)-4-amino-5-hydroxy-6-methyl-tetrahydropyran-2-yl]oxy-6,9,11-trihydroxy-9-(2-hydroxyacetyl)-4-methoxy-8,10-dihydro-7H-tetracene-5,12-dione